3-(4-amino-2-hydroxyphenyl)propionitrile NC1=CC(=C(C=C1)CCC#N)O